C(C)(C)(C)[Si](C)C tert-butyl-(dimethyl)silicon